NCCN1C=NC=2C=NC(=CC21)NC=2SC(=CN2)C2=NC=NC=C2F N-[1-(2-aminoethyl)imidazo[4,5-c]pyridin-6-yl]-5-(5-fluoropyrimidin-4-yl)thiazol-2-amine